5-[3-ethylsulfanyl-5-(2-pyridyloxy)-2-pyridyl]-1-(2,2,3,3,3-pentafluoropropyl)pyrazolo[3,4-c]pyridine C(C)SC=1C(=NC=C(C1)OC1=NC=CC=C1)C=1C=C2C(=CN1)N(N=C2)CC(C(F)(F)F)(F)F